C(C)(C)(C)OC(NCC(=O)N[C@@H]1CC=2N(C3=C(C1)C=C(C=C3)Cl)C(=NN2)[C@@H]2CC[C@H](CC2)OC2=NC=CC=C2)=O [2-({(5S)-8-chloro-1-[trans-4-(pyridin-2-yloxy)cyclohexyl]-5,6-dihydro-4H-[1,2,4]Triazolo[4,3-a][1]Benzazepin-5-yl}amino)-2-oxoethyl]Carbamic acid tert-butyl ester